OC1=C(C=CC(=C1)OCCCCCCCC)N1N=C2C(=N1)C=CC=C2 2-(2'-hydroxy-4'-n-octyloxyphenyl)benzotriazole